9-(4-bromo-3-chlorophenyl)-3,6-bis(2,6-dimethylphenyl)-9H-carbazole BrC1=C(C=C(C=C1)N1C2=CC=C(C=C2C=2C=C(C=CC12)C1=C(C=CC=C1C)C)C1=C(C=CC=C1C)C)Cl